Cl.N[C@@H](CC#N)C1=CC=C(C=C1)S(=O)(=O)CC (S)-3-Amino-3-(4-(ethylsulfonyl)phenyl)propionitrile hydrochloride